2-methylpropanoic acid [(3S,6S,7R,8R)-8-benzyl-3-[[3-acetoxymethoxy-4-methoxypyridine-2-carbonyl] amino]-6-methyl-4,9-dioxo-1,5-dioxononan-7-yl] ester C(C1=CC=CC=C1)[C@H]([C@H]([C@@H](C(C([C@H](CC=O)NC(=O)C1=NC=CC(=C1OCOC(C)=O)OC)=O)=O)C)OC(C(C)C)=O)C=O